2-(7-chloro-1,6-naphthyridin-2-yl)malonic acid 1,3-diethyl ester C(C)OC(C(C(=O)OCC)C1=NC2=CC(=NC=C2C=C1)Cl)=O